C(=C)OCCOCCOC(C=C)=O.C(=C)OC=C vinyl ether 2-(vinyloxyethoxy)ethyl-acrylate